ClC1=C(CN2C(=C(C3=CC=CC=C23)C#N)C(=O)N)C=CC=C1F 1-(2-chloro-3-fluorobenzyl)-3-cyano-1H-indole-2-carboxamide